2-(4-methyl-7-((2R)-2-methylpiperidin-4-yl)-5-oxo-4,5-dihydropyrazolo[1,5-a]pyrimidin-2-yl)acetonitrile CN1C=2N(C(=CC1=O)C1C[C@H](NCC1)C)N=C(C2)CC#N